FC(C)(F)C=1C=C(C=CC1)NC(=O)C=1C(=NN(C1NC)C1=CC=C(C=C1)OC(F)F)C N-(3-(1,1-difluoroethyl)phenyl)-1-(4-(difluoromethoxy)phenyl)-3-methyl-5-(methylamino)-1H-pyrazole-4-carboxamide